C(C=C)(=O)OCCCCOC(=O)OC1=C(C=C(C(=O)OC2=C(C=C(C=C2)OC(C2=CC=C(C=C2)OC(=O)OCCCCOC(C=C)=O)=O)C)C=C1)OC 4-{[4-({[4-(acryloyloxy) butoxy] carbonyl} oxy) benzoyl] oxy}-2-methylphenyl 4-({[4-(acryloyloxy) butoxy] carbonyl} oxy)-3-methoxybenzoate